C(C=C)(=O)OCCCC[Si](I)(I)I acryloxybutyl-triiodosilane